O=C1NC(CCC1N1C(N(C2=C1C=CC(=C2)C2C(CN(CC2)CC(=O)O)(F)F)C)=O)=O 2-(4-(1-(2,6-dioxopiperidin-3-yl)-3-methyl-2-oxo-2,3-dihydro-1H-benzo[d]imidazol-5-yl)-3,3-difluoropiperidin-1-yl)acetic acid